2,2-bis[4,4-bis(4-hydroxy-phenyl)-cyclohexyl]-propane OC1=CC=C(C=C1)C1(CCC(CC1)C(C)(C)C1CCC(CC1)(C1=CC=C(C=C1)O)C1=CC=C(C=C1)O)C1=CC=C(C=C1)O